N-[3-(trimethoxysilyl)propyl]-N'-(4-vinylbenzyl)ethylenediamine bishydrochloride Cl.Cl.CO[Si](CCCNCCNCC1=CC=C(C=C1)C=C)(OC)OC